O1CCN(CC1)C=1C=CC(=NC1)C=1C=NC(=CC1)N 5-morpholino-[2,3'-bipyridin]-6'-amine